(2S,4R)-N-((R)-3-([1,1'-biphenyl]-4-yl)-1-amino-1-oxopropan-2-yl)-4-hydroxy-1-((S)-3-methyl-2-(5-methyl-1H-1,2,3-triazol-1-yl)butanoyl)pyrrolidine-2-carboxamide C1(=CC=C(C=C1)C[C@H](C(=O)N)NC(=O)[C@H]1N(C[C@@H](C1)O)C([C@H](C(C)C)N1N=NC=C1C)=O)C1=CC=CC=C1